FC(C(=O)O)(F)F.C(C)[C@@]1(COC2=C1C=C(C=C2C(=O)NC)C(=O)NCC[C@H]2CNCCO2)C2=CC=CC=C2 |&1:9| (+/-)-3-ethyl-N7-methyl-N5-(2-((S)-morpholin-2-yl)ethyl)-3-phenyl-2,3-dihydrobenzofuran-5,7-dicarboxamide 2,2,2-trifluoroacetate